C(C)(C)(C)OC(NC1(CC1)C1=CC(=CC=C1)C(C)(C)O)=O.ClC=CCN1CCN(CC1)C(C)=O 1-(4-(3-chloroallyl)piperazin-1-yl)ethan-1-one Tert-Butyl-N-{1-[3-(2-hydroxypropan-2-yl)phenyl]cyclopropyl}carbamate